CC=1N=C2C=3C=CC=NC3N=C(N2N1)C=1OC(=CC1)C 4-methyl-7-(5-methylfuran-2-yl)-3,5,6,8,10-pentazatricyclo[7.4.0.02,6]trideca-1(9),2,4,7,10,12-hexaene